O=C1N(CC2=CC=C(C=C12)S(=O)(=O)N1N=C(C=C1)C(F)(F)F)C1C(NC(CC1)=O)=O 3-[1-oxo-6-[3-(trifluoromethyl)pyrazol-1-yl]sulfonyl-isoindolin-2-yl]piperidine-2,6-dione